4-(5-fluorobenzothiazol-2-yl)aniline FC=1C=CC2=C(N=C(S2)C2=CC=C(N)C=C2)C1